C(C)C1=C(C=CC=C1)C1=CNC(C2=CC(=CC=C12)OCC#N)=O 2-((4-(2-ethylphenyl)-1-oxo-1,2-dihydroisoquinolin-7-yl)oxy)acetonitrile